2-((benzoyloxy)imino)-1-(4-(phenylthio)phenyl)octan-1-one C(C1=CC=CC=C1)(=O)ON=C(C(=O)C1=CC=C(C=C1)SC1=CC=CC=C1)CCCCCC